O-succinimidyl pentynate C(C#CCC)(=O)ON1C(CCC1=O)=O